FC(C1=NN=C(O1)C1=CC=C(S1)C(C(C)C)N1N=NC(=C1)C=1C=CC(=NC1)N)F 5-[1-[1-[5-[5-(Difluoromethyl)-1,3,4-oxadiazol-2-yl]thiophen-2-yl]-2-methylpropyl]triazol-4-yl]pyridin-2-amine